Cl.N[C@H](C(=O)OC)C1CCCCC1 methyl (2S)-2-amino-2-cyclohexyl-acetate-HCl